hexahydrocyclopenta[c]pyrrole-2(1H)-carboxamide C1N(CC2C1CCC2)C(=O)N